COC(OC)[SiH2]CCCCNCCCC[SiH2]C(OC)OC bis(4-dimethoxymethylsilylbutyl)amine